C1(CC1)C=1N=CN2C1CN(CC1=C2C=C(C(=C1)F)C(=O)NC1=NC(=CC=C1)C1=NN=CN1C(C)C)C(=O)OC(C)(C)C tert-butyl 3-cyclopropyl-8-fluoro-9-{[6-(4-isopropyl-4H-1,2,4-triazol-3-yl) pyridin-2-yl] aminocarbonyl}-4H-benzo[f]imidazo[1,5-a][1,4]diazepine-5(6H)-carboxylate